4-amino-α,α-dimethyl-2-hydroxymethyl-1H-imidazo[4,5-c]quinoline-1-ethanol NC1=NC=2C=CC=CC2C2=C1N=C(N2CC(O)(C)C)CO